6-[1-(2-fluorophenyl)cyclopropyl]-5-oxo-7H-pyrrolo[3,4-b]pyridine-3-carbonitrile FC1=C(C=CC=C1)C1(CC1)N1CC2=NC=C(C=C2C1=O)C#N